C(=C)(C)C=1C=C2N(C(=NN(C2=O)CC(=O)OCC)C(C)C)C1 ethyl 2-(7-isopropenyl-4-isopropyl-1-oxo-pyrrolo[1,2-d][1,2,4]triazin-2-yl)acetate